trans-4-(4-(5-amino-3-ethyl-2-(((1R,3S)-3-hydroxycyclopentyl)amino)pyrido[3,4-b]Pyrazin-8-yl)-1H-pyrazol-1-yl)-1-methylcyclohexan-1-ol NC1=NC=C(C=2C1=NC(=C(N2)N[C@H]2C[C@H](CC2)O)CC)C=2C=NN(C2)C2CCC(CC2)(O)C